4-((3-(1-cyclopropyl-1H-1,2,4-triazol-3-yl)-5-fluoro-2-methoxyphenyl)amino)-N-ethoxy-6-((2-methyl-pyrimidin-4-yl)amino)nicotinamide C1(CC1)N1N=C(N=C1)C=1C(=C(C=C(C1)F)NC1=CC(=NC=C1C(=O)NOCC)NC1=NC(=NC=C1)C)OC